(+/-)-5-[4-(2,6-difluoro-4-{[5-(trifluoromethyl)-5,6-dihydro-4H-1,3-oxazin-2-yl]amino}phenoxy)-1H-pyrrolo[2,3-b]pyridin-3-yl]-2-[(propan-2-yl)oxy]benzonitrile FC1=C(OC2=C3C(=NC=C2)NC=C3C=3C=CC(=C(C#N)C3)OC(C)C)C(=CC(=C1)NC=1OC[C@@H](CN1)C(F)(F)F)F |r|